6-chloro-N-ethyl-5-iodo-2-(methylthio)pyrimidin-4-amine ClC1=C(C(=NC(=N1)SC)NCC)I